C(C)OC1=C(C=CC(=C1)S(=O)(=O)C)NCC#CC=1N(C2=CC=CC(=C2C1)NC1CCS(CC1)(=O)=O)CC(F)(F)F 4-[(2-{3-[(2-ethoxy-4-methanesulfonylphenyl)amino]prop-1-yn-1-yl}-1-(2,2,2-trifluoroethyl)-1H-indol-4-yl)amino]-1λ6-thiane-1,1-dione